zinc tetra-phenyl-porphyrin C1(=CC=CC=C1)C1=C2C=CC(C(=C3C=CC(=C(C=4C=CC(=C(C5=CC=C1N5)C5=CC=CC=C5)N4)C4=CC=CC=C4)N3)C3=CC=CC=C3)=N2.[Zn]